ClC1=CC=2C3=C(NC2C=C1)CCN(C3)C(=O)OC(C)(C)C tert-butyl 8-chloro-1,3,4,5-tetrahydropyrido[4,3-b]indole-2-carboxylate